(4-((4-(3-fluoro-cyanophenyl)-5-(3,4-dimethylphenyl)-1-ethyl-1H-pyrrolo[2,3-c]pyridin-2-yl) methyl) pyrrolidin-3-yl) carbamate C(N)(OC1CNCC1CC1=CC=2C(=CN=C(C2C2=C(C(=CC=C2)F)C#N)C2=CC(=C(C=C2)C)C)N1CC)=O